2-[(2R)-3-(3,4-dihydro-1H-isoquinolin-2-yl)-2-hydroxy-propyl]-6-(4-piperidinylmethylamino)-3,4-dihydroisoquinolin-1-one C1N(CCC2=CC=CC=C12)C[C@H](CN1C(C2=CC=C(C=C2CC1)NCC1CCNCC1)=O)O